C1(CC1)C1=NN(C(=C1C(F)(F)F)C(=O)OCC)CC1CC2(C1)CC(C2)(F)F Ethyl 3-cyclopropyl-1-((6,6-difluorospiro[3.3]heptan-2-yl)methyl)-4-(trifluoromethyl)-1H-pyrazole-5-carboxylate